C12NCC(C(C1)C1=CC=CC(=N1)O)C2 6-(2-azabicyclo[2.2.1]heptane-5-yl)pyridine-2-ol